3-[1-methyl-6-[[(6S,7S)-6-methyl-2-azaspiro[3.5]nonan-7-yl]oxy]indazol-3-yl]piperidine-2,6-dione CN1N=C(C2=CC=C(C=C12)O[C@@H]1[C@H](CC2(CNC2)CC1)C)C1C(NC(CC1)=O)=O